N1=C(C)C(O)=C(C=NNC(=S)N)C(CO)=C1 pyridoxal thiosemicarbazone